N-{[4-(aminomethyl)phenyl]methyl}carboxamide NCC1=CC=C(C=C1)CNC=O